BrC1=CC=CC(=C1C1=C(C=CC=C1)OC)F 6-bromo-2-fluoro-2'-methoxybiphenyl